FC(C(F)(F)OC(C(=C)F)=O)CC(F)(F)F hexafluorobutyl-alpha-fluoroacrylate